CC1=CC=C(CC(O)(C)C)C=C1 para-methyl-dimethyl-benzyl-carbinol